2-mercaptoethyl ether bis(2-Mercaptoacetate) SCC(=O)O.SCC(=O)O.SCCOCCS